C(CCCCCCCC\C=C/C=CCCC)O Z-10,12-hexadecadi-enol